t-pentoxide CCC(C)(C)[O-]